C1(CC1)C1=C(C=CC(=C1)N1[C@H](CN(CC1)C)C)NC1=NC=C(C(=N1)C1=CC=2S(CCOCC2S1)(=O)=O)C(F)(F)F (S)-7-(2-((2-cyclopropyl-4-(2,4-dimethylpiperazin-1-yl)phenyl)amino)-5-(trifluoromethyl)pyrimidin-4-yl)-2,3-dihydro-5H-thieno[3,2-e][1,4]oxathiepine 1,1-dioxide